2-Chloro-4-((2-methoxy-3-(1-methyl-1H-1,2,4-triazol-3-yl)phenyl)amino)pyrimidine-5-carboxylic acid ClC1=NC=C(C(=N1)NC1=C(C(=CC=C1)C1=NN(C=N1)C)OC)C(=O)O